(R)-2-fluoro-6-((6-fluoro-2-methylpyridin-3-yl)oxy)-N-(3-(S-methylsulfonimidoyl)phenyl)-3-(trifluoromethyl)benzamide FC1=C(C(=O)NC2=CC(=CC=C2)[S@@](=O)(=N)C)C(=CC=C1C(F)(F)F)OC=1C(=NC(=CC1)F)C